7-chloro-3-(2,4-dimethylphenyl)sulfonyl-4H-triazolo[1,5-a]quinazolin-5-one ClC=1C=C2C(NC=3N(C2=CC1)N=NC3S(=O)(=O)C3=C(C=C(C=C3)C)C)=O